7-{6-[(exo)-8-azabicyclo[3.2.1]octan-3-yloxy]pyridazin-3-yl}-4-(pyrazol-1-yl)-1,3-benzothiazole C12CC(CC(CC1)N2)OC2=CC=C(N=N2)C2=CC=C(C=1N=CSC12)N1N=CC=C1